C1N(CC12OCCCC2)C2=CC(NN=C2)=O 5-(5-oxa-2-azaspiro[3.5]nonan-2-yl)pyridazin-3(2H)-one